(2'-hydroxy-5'-t-octylphenyl)benzotriazole OC1=C(C=C(C=C1)C(C)(C)CC(C)(C)C)C1=CC=CC=2NN=NC21